(P)-3-chloro-4-((3,5-difluoropyridin-2-yl)methoxy)-2'-(2-(2-hydroxy-propan-2-yl)pyrimidin-4-yl)-5',6-dimethyl-2H-[1,4'-bipyridine]-2-one ClC=1C(N(C(=CC1OCC1=NC=C(C=C1F)F)C)C1=CC(=NC=C1C)C1=NC(=NC=C1)C(C)(C)O)=O